Bis(9,9-dimethyl-9H-fluoren-2-yl)(4-phenylphenanthren-1-yl)amine CC1(C2=CC=CC=C2C=2C=CC(=CC12)N(C1=CC=C(C=2C3=CC=CC=C3C=CC12)C1=CC=CC=C1)C1=CC=2C(C3=CC=CC=C3C2C=C1)(C)C)C